C1(CCCCC1)NCCO (S)-cyclohexyl-glycinol